6-(2-(2,4-Difluorophenyl)-5,6-dihydro-4H-pyrrolo[1,2-b]pyrazol-3-yl)imidazo[1,2-a]pyridine FC1=C(C=CC(=C1)F)C=1C(=C2N(N1)CCC2)C=2C=CC=1N(C2)C=CN1